O=C1NC(=CC(=C1)C(=O)NC1=CC=C(C=C1)OC(F)(F)F)C=1C=NC=NC1 2-Oxo-6-(pyrimidin-5-yl)-N-[4-(trifluoromethoxy)phenyl]-1,2-dihydropyridine-4-carboxamide